BrC=1C=CC(=NC1)N(C1=NN(C=N1)C)C 5-bromo-N-methyl-N-(1-methyl-1H-1,2,4-triazol-3-yl)pyridin-2-amine